COC([C@@H](N(C)C1=NC=C(C=C1)C#N)C)=O N-(5-cyanopyridin-2-yl)-N-methylalanine methyl ester